2-(4,4,5,5-tetramethyl-1,3,2-dioxaborolan-2-yl)-6-(2,2,2-trifluoroethyl)-4,5,6,7-tetrahydrothieno[2,3-c]pyridine CC1(OB(OC1(C)C)C1=CC2=C(CN(CC2)CC(F)(F)F)S1)C